BrC(C(=O)C=1C=C(C=CC1)C)(F)F 2-bromo-2,2-difluoro-1-(m-tolyl)ethan-1-one